N~2~-{2-[(6-methoxy-2-methyl-1,2,3,4-tetrahydroisoquinolin-7-yl)amino]quinazolin-7-yl}-N,N-dimethylglycinamide COC=1C=C2CCN(CC2=CC1NC1=NC2=CC(=CC=C2C=N1)NCC(=O)N(C)C)C